Cl.CN(CCCN=C=NCC)C 3-(3-dimethylaminopropyl)-1-ethylcarbodiimide hydrochloride